C(C)(C)(CC)N=[Ta](N(CC)CC)(N(CC)CC)N(CC)CC t-pentyliminotris(diethylamino)tantalum